NC1=C(C=C(C=C1)CCN1C(OC(C1=O)C)C=1C(=NN(C1)C1=CC=C(C=C1)Br)C1=CC=C(C=C1)F)Cl 3-(4-amino-3-chlorophenyl-ethyl)-2-(1-(4-bromophenyl)-3-(4-fluorophenyl)-1H-pyrazol-4-yl)-5-methyl-oxazolidin-4-one